ClC1=CC=C(C(=N1)CNCC(CC)(O)C)F 1-(((6-chloro-3-fluoropyridin-2-yl)methyl)amino)-2-methylbutan-2-ol